FC1C[C@H]2[C@@H]3CC(C([C@@]3(C)CC([C@@]2([C@]2(C=CC(C=C12)=O)C)F)O)OC(CC)=O)C 6,9-Difluoro-11-hydroxy-16-methyl-3-oxo-17-propionyloxy-androsta-1,4-diene